potassium dimethylvinyl-silanolate CC(=C[SiH2][O-])C.[K+]